2-[18F]Fluorobenzonitrile [18F]C1=C(C#N)C=CC=C1